The molecule is a trihydroxyflavone that is galangin substituted by a 1,1-dimethylallyl moiety at position 8. It is isolated from the buds of Platanus acerifolia. It is a trihydroxyflavone and a member of flavonols. It derives from a galangin. CC(C)(C=C)C1=C(C=C(C2=C1OC(=C(C2=O)O)C3=CC=CC=C3)O)O